CC1=CC=C(C=C1)CN(C)C 1-(4-methylphenyl)-N,N-dimethyl-methylamine